BrC1=CC(=CC2=C1OCC21N(CCOC1)C(C=C)=O)Cl 1-(7-bromo-5-chloro-spiro[2H-benzofuran-3,3'-morpholine]-4'-yl)prop-2-en-1-one